ClC=1N=C(C=2N=C(N(C(C2N1)=O)C)C(F)F)C1=C(C=C(C=C1)Cl)F 6-chloro-8-(4-chloro-2-fluoro-phenyl)-2-(difluoromethyl)-3-methyl-pyrimido[5,4-d]pyrimidin-4-one